N1(CCCC1)C1=CC(=NC=N1)NC(C(=O)O)CCCCCCCC1=NC=2NCCCC2C=C1 2-((6-(pyrrolidin-1-yl)pyrimidin-4-yl)amino)-9-(5,6,7,8-tetrahydro-1,8-naphthyridin-2-yl)nonanoic acid